O=C1N(C(CC1)=O)CC(OC(NCCOCCOCCOCCOCCC(=O)O)=O)(C)C.C1(=CC=CC=C1)P(C1=C(C=CC=C1)CC1=C(C=CC=C1)P(C1=CC=CC=C1)C1=CC=CC=C1)C1=CC=CC=C1 bis[2-(diphenylphosphino)phenyl]methane 2,5-dioxopyrrolidin-1-yl-2,2-dimethyl-4-oxo-3,8,11,14,17-pentaoxa-5-azaicosan-20-oate